C(C1=CC=CC=C1)OC1=NC(=NC=C1)N[C@H](C(=O)O)CCC(C)(C)C (S)-2-[4-(benzyloxy)-2-pyrimidinylamino]-5,5-dimethylhexanoic acid